FC1=C(C=CC(=C1)C(F)(F)F)C1=CC(=CC=C1)[N+](=O)[O-] 2-fluoro-3'-nitro-4-(trifluoromethyl)-1,1'-biphenyl